C(#N)C1=CC(=C(OC2=C(C(=O)NC3=CC(=NC=C3)[S@](=O)NC)C(=C(C=N2)C2=CC=C(C=C2)C(F)F)C)C=C1)OC (S)-2-(4-cyano-2-methoxyphenoxy)-5-(4-(difluoromethyl)phenyl)-4-methyl-N-(2-(S-methylamino-sulfinyl)pyridin-4-yl)nicotinamide